4,5-dihydro-oxazole-4-carboxylic acid methyl ester COC(=O)C1N=COC1